NC1=NC2=CC=C(C=C2C=N1)C=1C(=C(C=CC1F)NS(=O)(=O)C1=CC(=CC=C1)OC(F)(F)F)F N-(3-(2-aminoquinazolin-6-yl)-2,4-difluorophenyl)-3-(trifluoromethoxy)benzenesulfonamide